2,4-dimethyl-thiazole CC=1SC=C(N1)C